3-((Dimethylamino)methyl)benzyl (1-hydroxy-7-methyl-1,3-dihydrobenzo[c][1,2]oxaborole-6-carbonyl)-L-valinate OB1OCC2=C1C(=C(C=C2)C(=O)N[C@@H](C(C)C)C(=O)OCC2=CC(=CC=C2)CN(C)C)C